C1(CC1)NC(=O)C=1C=C2C(=NC1)N(C=C2)CC2=NC=C(C=C2F)C(NO)=O N-cyclopropyl-1-((3-fluoro-5-(hydroxycarbamoyl)pyridin-2-yl)methyl)-1H-pyrrolo[2,3-b]pyridine-5-carboxamide